O=C1NC(CCC1N1C(C2=CC=C(C=C2C1=O)N1CCC2(CNC2)CC1)=O)=O 2-(2,6-dioxopiperidin-3-yl)-5-(2,7-diazaspiro[3.5]nonan-7-yl)isoindoline-1,3-dione